LITHIUM NITRAT [N+](=O)([O-])[O-].[Li+]